N-(3-(trifluoromethyl)phenyl)pyrazino[1',6':1,5]pyrazolo[4,3-b][1,7]naphthyridin-10-amine FC(C=1C=C(C=CC1)NN1C=CC2=CC=3C(=NC2=C1)C=1N(N3)CC=NC1)(F)F